C(C)OC(=O)C1=NN(C2=CC=CC(=C2C1=O)Br)C=1C=NC(=CC1)C(F)F 5-bromo-1-[6-(difluoromethyl)-3-pyridinyl]-4-oxo-cinnoline-3-carboxylic acid ethyl ester